Methyl 2-((4-((2-((4-chloro-2-cyanophenoxy)methyl)pyridin-4-yl)oxy)-2,2-dimethylpiperidin-1-yl)methyl)-1-((1-ethyl-1H-imidazol-5-yl)methyl)-1H-benzo[d]imidazole-6-carboxylate ClC1=CC(=C(OCC2=NC=CC(=C2)OC2CC(N(CC2)CC2=NC3=C(N2CC2=CN=CN2CC)C=C(C=C3)C(=O)OC)(C)C)C=C1)C#N